CC1(CNC=2C1=NC(=CC2CNCC2(CCCC2)C)C(=O)NC2=CC(=CC=C2)C2(CC(C2)CC#N)C2=NN=CN2C)C 3,3-dimethyl-7-({[(1-methylcyclopentyl)methyl]amino}methyl)-N-{3-[(1s,3s)-3-(cyanomethyl)-1-(4-methyl-1,2,4-triazol-3-yl)cyclobutyl]phenyl}-1H,2H-pyrrolo[3,2-b]pyridine-5-carboxamide